C(C)(=O)OCO[C@H]1CC[C@@]2([C@H]3CC[C@@]4([C@H](CC[C@@]4([C@@H]3CC[C@@H]2C1)O)C=1C=CC(OC1)=O)C)C (((3S,5R,8R,9S,10S,13R,14S,17R)-14-hydroxy-10,13-dimethyl-17-(2-oxo-2H-pyran-5-yl)hexadecahydro-1H-cyclopenta[a]phenanthren-3-yl)oxy)methyl acetate